6-fluoro-N-methyl-5-(4-((2-methyl-8-(1-methyl-1H-pyrazol-5-yl)-3-oxo-3,4-dihydroquinoxalin-6-yl)methyl)piperazin-1-yl)pyridine FC1=C(C=CCN1C)N1CCN(CC1)CC=1C=C2NC(C(=NC2=C(C1)C1=CC=NN1C)C)=O